2-chloro-N-(1-(quinolin-3-yl)-1H-imidazol-4-yl)pyrrolo[2,1-f][1,2,4]triazin-4-amine ClC1=NN2C(C(=N1)NC=1N=CN(C1)C=1C=NC3=CC=CC=C3C1)=CC=C2